NC(C(=O)O)(CCCCB(O)O)CCCN1CCC(CC1)CC1=CC(=C(C=C1)F)F 2-amino-6-borono-2-(3-(4-(3,4-difluorobenzyl)piperidin-1-yl)propyl)hexanoic acid